C(CCCCCCC)[SiH](C)C (octyl)dimethylsilane